FC(C=1C=C(C=NC1OC)NC(C(=O)N1C(CCC(C1)C)C1=CC=C(C=C1)F)=O)F N-(5-(difluoromethyl)-6-methoxypyridin-3-yl)-2-(2-(4-fluorophenyl)-5-methylpiperidin-1-yl)-2-oxoacetamide